(R)-4-[4-(1-acetamidoethyl)phenylamino]-7-methoxy-6-(3-(dibutylamino)propoxy)quinazoline C(C)(=O)N[C@H](C)C1=CC=C(C=C1)NC1=NC=NC2=CC(=C(C=C12)OCCCN(CCCC)CCCC)OC